2-((S)-3-(2-((R)-1-hydroxyethyl)imidazo[4,5-d]Pyrrolo[2,3-b]Pyridin-1(6H)-yl)pyrrolidin-1-yl)-N-(2,2,2-trifluoroethyl)butanamide O[C@H](C)C1=NC=2C(=C3C(=NC2)NC=C3)N1[C@@H]1CN(CC1)C(C(=O)NCC(F)(F)F)CC